[Mn](=O)(=O)([O-])[O-] manganat